ClC=1C=C(C=C(C1)Cl)[C@H](CC(=O)OC)NC(=O)C1CC2(CN(C2)CCCC(C)=O)C1 (S)-Methyl 3-(3,5-dichlorophenyl)-3-(2-(4-oxopentyl)-2-azaspiro[3.3]heptane-6-carboxamido)propanoate